[N+](=O)([O-])C=1C=C(C=CC1NCC1CCOCC1)S(=O)(=O)NC(C1=C(C=C(C=C1)N1CCC(CC1)CN1C(C2(C1=O)CCCC2)C2=CC=CC=C2)OC=2C=C1C(=NC2)NC=C1)=O N-[3-nitro-4-(tetrahydropyran-4-ylmethylamino)phenyl]sulfonyl-4-[4-[(3-oxo-1-phenyl-2-azaspiro[3.4]octan-2-yl)methyl]-1-piperidyl]-2-(1H-pyrrolo[2,3-b]pyridin-5-yloxy)benzamide